OC(CCCCCCCCCCCC(=O)O)CCCCCCCCCCCC 13-Hydroxy-pentacosanoic acid